O=C1N(CCC(N1)=O)C=1C=CC(=NC1)CN1CCN(CC1)CCNC(=O)C1=CC2=C(O1)C(C1=CC=CC=C1C2=O)=O N-(2-(4-((5-(2,4-dioxotetrahydropyrimidin-1(2H)-yl)pyridin-2-yl)methyl)piperazin-1-yl)ethyl)-4,9-dioxo-4,9-dihydronaphtho[2,3-b]furan-2-carboxamide